FC(C1=NC(=NO1)C=1C=C2CCC(C2=CC1)NC(=O)C1=CN=CS1)F N-(5-(5-(difluoromethyl)-1,2,4-oxadiazol-3-yl)-2,3-dihydro-1H-inden-1-yl)thiazole-5-carboxamide